ONC(=O)C=1C=NC(=NC1)N(C)CC1=CC=2N=C(N=C(C2S1)N1CCOCC1)C1=CC(=C(C=C1)N)C(C)=O 2-{[2-(3-Acetyl-4-amino-phenyl)-4-morpholin-4-yl-thieno[3,2-d]pyrimidin-6-yl-methyl]-methyl-amino}-pyrimidine-5-carboxylic acid hydroxyamide